N-(2,4-difluoro-3-[[(1-[[2-(trimethylsilyl)ethoxy]methyl]-3-[2-(trimethylsilyl)ethynyl]pyrazolo[3,4-b]pyridin-5-yl)oxy]methyl]phenyl)-5-fluoro-2-methoxypyridine-3-sulfonamide FC1=C(C=CC(=C1COC=1C=C2C(=NC1)N(N=C2C#C[Si](C)(C)C)COCC[Si](C)(C)C)F)NS(=O)(=O)C=2C(=NC=C(C2)F)OC